3-((1-(4-chlorophenyl)-2-oxo-2-(6'-(trifluoromethoxy)spiro[cyclopropane-1,3'-indolin]-1'-yl)ethyl)amino)-5-methoxybenzaldehyde O-methyl oxime CON=CC1=CC(=CC(=C1)OC)NC(C(N1CC2(C3=CC=C(C=C13)OC(F)(F)F)CC2)=O)C2=CC=C(C=C2)Cl